C(=O)(O)C[N+]1=C(NC=C1)CCO carboxymethylhydroxyethylimidazolium